COC1=C(C(=O)Cl)C=C(C(=C1)C(=O)Cl)OC 2,5-dimethoxy-terephthaloyl dichloride